4-benzoyl-N-(piperidin-3-yl)-5-(trifluoromethyl)pyrimidin-2-amine C(C1=CC=CC=C1)(=O)C1=NC(=NC=C1C(F)(F)F)NC1CNCCC1